2,2-bis(3,4-dicarboxyphenyl)propanediamine hydrate O.C(=O)(O)C=1C=C(C=CC1C(=O)O)C(C(N)N)(C)C1=CC(=C(C=C1)C(=O)O)C(=O)O